4-(3-(trans-4-(3-hydroxypropyl)cyclohexyl)-4,4-dimethyl-5-oxo-2-thioxoimidazolidin-1-yl)-2-(trifluoromethyl)benzonitrile OCCC[C@@H]1CC[C@H](CC1)N1C(N(C(C1(C)C)=O)C1=CC(=C(C#N)C=C1)C(F)(F)F)=S